C[C@@H]1O[C@@H](CN(C1)CC1=CC=C(/C=C/C2=NN(C3=CC(=CC(=C23)OC)C2CC23C(NC2=CC=C(C=C32)OC)=O)C3OCCCC3)C=C1)C 2-(3-((E)-4-(((2s,6r)-2,6-dimethylmorpholino)methyl)styryl)-4-methoxy-1-(tetrahydro-2H-pyran-2-yl)-1H-indazol-6-yl)-5'-methoxyspiro[cyclopropan-1,3'-indolin]-2'-one